5-(2-chloro-6-fluoro-phenyl)-N-[2,5-difluoro-4-(trifluoromethyl)phenyl]-1H-pyrrole-3-sulfonamide ClC1=C(C(=CC=C1)F)C1=CC(=CN1)S(=O)(=O)NC1=C(C=C(C(=C1)F)C(F)(F)F)F